5-((5-(dibenzo[b,d]furan-3-yl)indolin-1-yl)methyl)pyrimidine-2,4-diamine trihydrochloride Cl.Cl.Cl.C1=CC(=CC=2OC3=C(C21)C=CC=C3)C=3C=C2CCN(C2=CC3)CC=3C(=NC(=NC3)N)N